(S)-2-chloro-N-(8-fluoro-6-oxo-1,4,5,6-tetrahydro-2H-pyrano[3,4-c]isoquinolin-1-yl)-N-methyl-4H-thieno[3,2-b]pyrrole-5-carboxamide ClC1=CC=2NC(=CC2S1)C(=O)N(C)[C@@H]1COCC=2NC(C=3C=C(C=CC3C21)F)=O